(1s,3r)-N-(5-chloro-4-(4,5,6,7-tetrahydropyrazolo[1,5-a]pyridin-3-yl)pyridin-2-yl)-3-(2-cyanoacetamido)cyclohexanecarboxamide ClC=1C(=CC(=NC1)NC(=O)[C@@H]1C[C@@H](CCC1)NC(CC#N)=O)C=1C=NN2C1CCCC2